C(=O)(C=C)NP(=O)([O-])[O-] acrylamidophosphate